FC=1C(=CC=2C3=C(C=NC2C1)N(C(N3C(C)C)=O)C)C=3C(=NC(=CC3)OCCCN3CCCCC3)F 7-fluoro-8-[2-fluoro-6-[3-(1-piperidyl)propoxy]-3-pyridyl]-1-isopropyl-3-methyl-imidazo[4,5-c]quinolin-2-one